FC1(CCC2=C1N=C(N=C2C2=NOC(=N2)CC(=O)O)N2[C@H](CC2)C)F (S)-2-(3-(7,7-difluoro-2-(2-methylazetidin-1-yl)-6,7-dihydro-5H-cyclopenta[d]Pyrimidin-4-yl)-1,2,4-oxadiazol-5-yl)acetic acid